7-((2s,5r)-2,5-diethyl-4-(1-(quinoxalin-6-yl)ethyl)piperazin-1-yl)-4-methyl-2-(tetrahydro-2H-pyran-2-yl)-2,4-dihydro-5H-pyrazolo[4,3-b]pyridin-5-one C(C)[C@@H]1N(C[C@H](N(C1)C(C)C=1C=C2N=CC=NC2=CC1)CC)C=1C=2C(N(C(C1)=O)C)=CN(N2)C2OCCCC2